tert-butyl ((6-hydroxy-1H-indol-2-yl)methyl)carbamate OC1=CC=C2C=C(NC2=C1)CNC(OC(C)(C)C)=O